2-(4-nitrophenoxy)but-3-en-1-ol [N+](=O)([O-])C1=CC=C(OC(CO)C=C)C=C1